3-bromo-N-[1-[3-(triazol-2-yl)pyrazin-2-yl]ethyl]-5-(trifluoromethyl)benzamide BrC=1C=C(C(=O)NC(C)C2=NC=CN=C2N2N=CC=N2)C=C(C1)C(F)(F)F